CC(C/C=C/[N+](=O)[O-])C (1E)-4-methyl-1-nitro-1-pentene